2-chloro-N-(4-nitrophenethyl)-9H-purin-6-amine ClC1=NC(=C2N=CNC2=N1)NCCC1=CC=C(C=C1)[N+](=O)[O-]